5-(5-(2,4-dimethylpyridin-3-yl)-1H-pyrrolo[2,3-b]pyridin-3-yl)-N-(1-methylpiperidin-4-yl)pyrazolo[1,5-a]pyridine-3-carboxamide CC1=NC=CC(=C1C=1C=C2C(=NC1)NC=C2C2=CC=1N(C=C2)N=CC1C(=O)NC1CCN(CC1)C)C